racemic-N-(3-methoxy-4-(oxazol-5-yl)phenyl)chromane-3-carboxamide COC=1C=C(C=CC1C1=CN=CO1)NC(=O)[C@H]1COC2=CC=CC=C2C1 |r|